ClC1=C(C=NNC1=O)N1C[C@@H](CC1)OC1=NC=CC(=C1)C1=C(C=C(C=C1)NC(C)=O)F (R)-N-(4-(2-((1-(5-chloro-6-oxo-1,6-dihydropyridazin-4-yl)pyrrolidin-3-yl)oxy)pyridin-4-yl)-3-fluorophenyl)acetamide